1-[4-methoxy-2-(trifluoromethyl)phenyl]-N-[(3R)-1-methylpiperidin-3-yl]pyrrolo[1,2-d][1,2,4]triazin-4-amine COC1=CC(=C(C=C1)C=1C=2N(C(=NN1)N[C@H]1CN(CCC1)C)C=CC2)C(F)(F)F